t-1-[4-[benzenesulfonyl(methyl)amino]phenyl]-7-fluoro-5-methyl-2,3,4,9-tetrahydro-1H-pyrido[3,4-b]indole-3-carboxylic acid C1(=CC=CC=C1)S(=O)(=O)N(C1=CC=C(C=C1)C1NC(CC2=C1NC1=CC(=CC(=C21)C)F)C(=O)O)C